Tert-butyl (S)-(2-methyl-1-(5-phenoxy-1H-benzo[d]imidazol-2-yl)propyl)carbamate CC([C@@H](C1=NC2=C(N1)C=CC(=C2)OC2=CC=CC=C2)NC(OC(C)(C)C)=O)C